(R)-1-tert-Butyl 3-methyl 4-(6-chloro-1-(2,6-diethylphenyl)-7-(2-fluorophenyl)-2-oxo-1,2-dihydropyrido[2,3-d]pyrimidin-4-yl)piperazine-1,3-dicarboxylate ClC1=CC2=C(N(C(N=C2N2[C@H](CN(CC2)C(=O)OC(C)(C)C)C(=O)OC)=O)C2=C(C=CC=C2CC)CC)N=C1C1=C(C=CC=C1)F